(2S)-5,5-dimethyl-2-{[(1S)-2,2,2-trifluoro-1-(5,6,7,8-tetrahydroquinolin-3-yl)ethyl]amino}hexanoic acid CC(CC[C@@H](C(=O)O)N[C@H](C(F)(F)F)C=1C=NC=2CCCCC2C1)(C)C